4-fluoro-5-{2-ethyl-6-[4-fluoro-3-(trifluoromethyl)phenyl]imidazo[1,2-a]pyrazin-3-yl}-1H-indazole FC1=C2C=NNC2=CC=C1C1=C(N=C2N1C=C(N=C2)C2=CC(=C(C=C2)F)C(F)(F)F)CC